CN(C)C1=C(C(OC2=CC=CC=C12)=O)C(=O)O dimethylamino-2-oxo-2H-chromene-3-carboxylic acid